C(C1CO1)N(CC1OC1)C1=CC=CC=C1 N-(epoxypropyl)N-phenyl-oxiranemethylamine